2-iodoethyl ethyl sulfide C(C)SCCI